COCCC1C(N(C2=CC=CC=C2C1)C(=O)N)(C)C (2-methoxyethyl)-2,2-dimethyl-3,4-dihydroquinoline-1(2H)-carboxamide